(E)-N-(5-(2-(4,4-Difluorocyclohexyl)vinyl)-2-methoxyphenyl)-1-methyl-5-oxo-pyrrolidine-2-carboxamide FC1(CCC(CC1)/C=C/C=1C=CC(=C(C1)NC(=O)C1N(C(CC1)=O)C)OC)F